FC(C(=O)[O-])(F)F.FC(C(=O)[O-])(F)F.FC(C(=O)[O-])(F)F.FC(C(=O)[O-])(F)F.[Zn+2].[Zn+2] zinc tetrakis(trifluoroacetate)